Cl.NCCC1=CC=C(C=C1)O tyramine hydrochloride salt